2-isopropyl-2,4-dihydropyrazolo[4,3-d]pyrimidine-5,7-dione C(C)(C)N1N=C2C(NC(NC2=O)=O)=C1